5-(2-bromo-4-methylbenzyl)-3-[5-(2-fluoro-3-methylphenoxy)-2-methylpyridin-4-yl]-5,6-dihydro-4H-1,2,4-oxadiazine BrC1=C(CC2NC(=NOC2)C2=CC(=NC=C2OC2=C(C(=CC=C2)C)F)C)C=CC(=C1)C